C(C#CCCCCCC)OC(CCCCC#N)OCC#CCCCCCC 6,6-bis(non-2-yn-1-yloxy)hexanenitrile